ClC1=CC=C(OC2=CC=C(C=N2)C=2C=C3C=NC=NC3=C(C2)C=2C=C(C=CC2)C(C(=O)N)=C)C=C1 (3-(6-(6-(4-chlorophenoxy)pyridin-3-yl)quinazolin-8-yl)phenyl)acrylamide